3-(benzyloxy)-5-(3-methoxyphenyl)-4-methyl-picolinic acid C(C1=CC=CC=C1)OC=1C(=NC=C(C1C)C1=CC(=CC=C1)OC)C(=O)O